CNCC#C methyl-propargyl-amine